CN([C@@H](C)C(=O)O)C1=CC=C2C(=CC(OC2=C1)=O)C1=C(C=CC=C1)C N-methyl-N-(2-oxo-4-(o-tolyl)-2H-chromen-7-yl)alanine